2-(7-Amino-4-methyl-2-oxo-2H-chromen-3-yl)-N-(3-((3-((2-(4-methoxyphenyl)quinolin-4-yl)amino)propyl)(methyl)amino)propyl)acetamide NC1=CC=C2C(=C(C(OC2=C1)=O)CC(=O)NCCCN(C)CCCNC1=CC(=NC2=CC=CC=C12)C1=CC=C(C=C1)OC)C